3-chloro-4-(cyclopropanecarbonylamino)-2-pyrrolidin-1-ylbenzoic acid ClC=1C(=C(C(=O)O)C=CC1NC(=O)C1CC1)N1CCCC1